tert-butyl (2R)-4-(1-carbamoyl-1-methylethyl)-2-[2,3-dichloro-6-(methoxymethoxy)phenyl]pyrrolidine-1-carboxylate C(N)(=O)C(C)(C)C1C[C@@H](N(C1)C(=O)OC(C)(C)C)C1=C(C(=CC=C1OCOC)Cl)Cl